O1C(=NCC1)CCCCCCCCC=1OCCN1 2,2'-octamethylenebis(2-oxazoline)